7-fluoro-8-((triisopropylsilyl)ethynyl)naphthalene-1-ol FC1=CC=C2C=CC=C(C2=C1C#C[Si](C(C)C)(C(C)C)C(C)C)O